CC=1C(C[C@@H](CC1)CCC)=O |r| (+-)-2-methyl-5-propyl-2-cyclohexen-1-one